2-[1H-Imidazo[4,5-b]pyridin-2-yl(1,4,5,6-tetrahydrocyclopenta[c]pyrazol-3-yl)methyl]-6-[4-(1-methyl-4-piperidyl)phenyl]isoindolin-1-one N1C(=NC2=NC=CC=C21)C(N2C(C1=CC(=CC=C1C2)C2=CC=C(C=C2)C2CCN(CC2)C)=O)C=2C1=C(NN2)CCC1